3,4-dihydro-2,6-naphthyridine-2(1H)-carboxylate C1N(CCC2=CN=CC=C12)C(=O)[O-]